Tert-butyl (1S,6R,7S)-7-((((benzyloxy)carbonyl)amino)methyl)-7-(4-methylthiazol-2-yl)-3-azabicyclo[4.1.0]heptane-3-carboxylate C(C1=CC=CC=C1)OC(=O)NC[C@@]1([C@@H]2CCN(C[C@H]12)C(=O)OC(C)(C)C)C=1SC=C(N1)C